NC1=C2C(=NC=N1)N(N=C2C2=CC=C(C=C2)CNC(C2=C(C=CC(=C2)F)OC)=O)CC2=C(C=CC=C2)N(C(=O)N2N=CN=C2)C N-(2-((4-amino-3-(4-((5-fluoro-2-methoxybenzamido)methyl)phenyl)-1H-pyrazolo[3,4-d]pyrimidin-1-yl)methyl)phenyl)-N-methyl-1H-1,2,4-triazole-1-carboxamide